(R)-N-(4-((4-(2-methoxypropoxy)-6-(methylsulfonyl)pyridin-2-yl)amino)-5-(1-methyl-1H-pyrazol-3-yl)pyridin-2-yl)acetamide CO[C@@H](COC1=CC(=NC(=C1)S(=O)(=O)C)NC1=CC(=NC=C1C1=NN(C=C1)C)NC(C)=O)C